COC1=C(C=CC=C1)CC(=O)Cl (R)-2-methoxybenzeneacetyl chloride